OC1=C(C=C(C=C1)O)C(C)=O 2',5'-dihydroxyacetophenone